FC=1C=C(OC2CCN(CC2)C2=NC(=NC(=C2)C)C=2C(=CC=3N(C2)C=CN3)C)C=CC1F 6-[4-[4-(3,4-DIFLUOROPHENOXY)-1-PIPERIDYL]-6-METHYL-PYRIMIDIN-2-YL]-7-METHYL-IMIDAZO[1,2-A]PYRIDINE